C(#N)C=1C=C(C=CC1F)NC(N(CC(C)C)[C@@H]1COCC=2NC(C=3C=C(C=CC3C21)F)=O)=O (S)-3-(3-cyano-4-fluorophenyl)-1-(8-fluoro-6-oxo-1,4,5,6-tetrahydro-2H-pyrano[3,4-c]isoquinolin-1-yl)-1-isobutyl-urea